[O-2].[Ti+4].[Pt+2].[O-2].[O-2] platinum-titanium oxide